OC(C(=O)OCC)(CCC=C)C(F)(F)F ethyl 2-hydroxy-2-(trifluoromethyl)hex-5-enoate